2-Amino-9-((2R,3R,5S)-3-hydroxy-5-(hydroxymethyl)tetrahydrofuran-2-yl)-7-(3-methoxybenzyl)-7,9-dihydro-8H-purin-8-one NC1=NC=C2N(C(N(C2=N1)[C@@H]1O[C@@H](C[C@H]1O)CO)=O)CC1=CC(=CC=C1)OC